C(C)N1C(C2=C3C(C(=CC=C13)S(=O)(=O)NCCN1CCCCC1)=CC=C2)=O Ethyl-2-oxo-N-(2-(piperidin-1-yl)ethyl)-1,2-dihydrobenzo[cd]indole-6-sulfonamide